tert-octyl-aluminum C(C)(C)(CC(C)(C)C)[Al]